3-chloro-5,6,7,8-tetrahydroisoquinolin-1-amine ClC=1N=C(C=2CCCCC2C1)N